4-(tert-butoxycarbonyl)phenylboronic acid C(C)(C)(C)OC(=O)C1=CC=C(C=C1)B(O)O